C(C)(C)C1=C(C=CC(=C1C=1N=CN(C1)C)NC1=NC=CC(=C1)C(F)(F)F)S(=O)(=O)N isopropyl-3-(1-methylimidazol-4-yl)-4-[[4-(trifluoromethyl)-2-pyridyl]amino]benzenesulfonamide